CN(C1CN(C1)C1=CC=C(C=C1)NC1=NC=C(C(=N1)N1OCCC1C1=CC=CC=C1)C(F)(F)F)C N-(4-(3-(dimethylamino)azetidin-1-yl)phenyl)-4-(3-phenylisoxazolidin-2-yl)-5-(trifluoromethyl)pyrimidin-2-amine